NC1=C(C(=NC=C1C(=O)OCC)OC1=CC(=C(C=C1)Cl)Cl)Br ethyl 4-amino-5-bromo-6-(3,4-dichlorophenoxy)nicotinate